Para-styrenesulfonic Acid N,N-Diisopropylethylamine Salt C(C)(C)N(C(C)C)CC.C=CC1=CC=C(C=C1)S(=O)(=O)O